N-(4-(4-guanidinobenzamido)phenethyl)-5-oxopyrrolidine-2-carboxamide hydrochloride Cl.N(C(=N)N)C1=CC=C(C(=O)NC2=CC=C(CCNC(=O)C3NC(CC3)=O)C=C2)C=C1